(tert-Butoxycarbonylamino)-3-oxocyclopentanoic acid C(C)(C)(C)OC(=O)NC1(CC(CC1)=O)C(=O)O